Methyl alpha-eleostearate C(CCCCCCC\C=C/C=C/C=C/CCCC)(=O)OC